O=C(CCCCCCC(=O)O)OCCCCCCC(C(F)(F)F)(F)F 8-oxo-8-((7,7,8,8,8-pentafluorooctyl)oxy)octanoic acid